FC=1C=C(C=C(C1C=1C=C2C(=CN1)NN=C2C=2C=NN(C2)C)F)C(C(=O)N)C=2C=NC=CC2 (3,5-difluoro-4-(3-(1-methyl-1H-pyrazol-4-yl)-1H-pyrazolo[3,4-c]pyridin-5-yl)phenyl)-2-(pyridin-3-yl)acetamide